tetramethyloctanoate CC(C(C(=O)[O-])(C)C)(CCCCC)C